2-(3-(dimethylcarbamoyl)phenyl)acetic acid CN(C(=O)C=1C=C(C=CC1)CC(=O)O)C